N-methyl-N'-[(1s,4s)-4-[2-(methylsulfanyl)-7-oxo-5-[2-(triisopropylsilyl)ethynyl]pyrido[2,3-d]pyrimidin-8-yl]cyclohexyl]succinamide CNC(CCC(=O)NC1CCC(CC1)N1C(C=C(C2=C1N=C(N=C2)SC)C#C[Si](C(C)C)(C(C)C)C(C)C)=O)=O